C1(CC1)C=1C=NC=2N(C1)N=C(N2)CO (6-cyclopropyl-[1,2,4]triazolo[1,5-a]pyrimidin-2-yl)methanol